(S)-10-((5-Chloro-2-((S)-2-methylthiomorpholino)pyrimidin-4-yl)amino)-2-cyclopropyl-3,3-difluoro-7-methyl-1,2,3,4-tetrahydro-[1,4]oxazepino[2,3-c]chinolin-6(7H)-on ClC=1C(=NC(=NC1)N1C[C@@H](SCC1)C)NC1=CC=2C3=C(C(N(C2C=C1)C)=O)OCC([C@@H](N3)C3CC3)(F)F